C(\C=C\C(=O)O)(=O)O.C12N(CCC2C1)CCC1=NNC2=CC(=C(C=C12)OC)F 3-(2-(2-azabicyclo[3.1.0]hexan-2-yl)ethyl)-6-fluoro-5-methoxy-1H-indazole fumarate